ClC1=NC(=CC(=C1)O[C@H]1COCC1)C (R)-2-chloro-6-methyl-4-((tetrahydrofuran-3-yl)oxy)pyridine